2-[4-{5-chloro-2-[4-(difluoromethyl)-1H-1,2,3-triazol-1-yl]phenyl}-5-methoxy-2-oxopyridin-1(2H)-yl]pentanoic acid tert-butyl ester C(C)(C)(C)OC(C(CCC)N1C(C=C(C(=C1)OC)C1=C(C=CC(=C1)Cl)N1N=NC(=C1)C(F)F)=O)=O